benzyl 2-(3-(2-methoxyethyl)-7-morpholino-3H-imidazo[4,5-b]pyridin-5-yl)hydrazinecarboxylate COCCN1C=NC=2C1=NC(=CC2N2CCOCC2)NNC(=O)OCC2=CC=CC=C2